ClC1=NC=C(C(=C1)Cl)C#C 2,4-dichloro-5-ethynylpyridine